COC1=C(C=C(C(=C1)I)OC)CC(C)N 2,5-dimethoxy-4-iodophenyl-2-aminopropane